2-[2-hydroxy-4-(2-ethylhexyloxy)phenyl]-4,6-bisphenyl-s-triazine OC1=C(C=CC(=C1)OCC(CCCC)CC)C1=NC(=NC(=N1)C1=CC=CC=C1)C1=CC=CC=C1